FC(OC1=CC=C(C[C@@H]2CC3(CN(C3)C(=O)C3CC(C3)(C)O)CC2)C=C1)F |r| (rac)-(6-(4-(Difluoromethoxy)benzyl)-2-azaspiro[3.4]octan-2-yl)((1s,3s)-3-hydroxy-3-methylcyclobutyl)methanone